4-((1R,5S)-3,8-diazabicyclo[3.2.1]octan-3-yl)-7-(8-chloronaphthalen-1-yl)-8-fluoro-2-((6-fluoro-2,2-dimethyltetrahydro-1H-pyrrolizin-7a(5H)-yl)methoxy)pyrido[4,3-d]pyrimidine [C@H]12CN(C[C@H](CC1)N2)C=2C1=C(N=C(N2)OCC23CC(CN3CC(C2)(C)C)F)C(=C(N=C1)C1=CC=CC2=CC=CC(=C12)Cl)F